C(C)(=O)N1CC=2N(CC1)C(=NC2C=2C=CC=C1C=C(N=CC21)C=2C=CC(=NC2)C(=O)NCC2=CC(=NN2)C2=C1CN(C(C1=CC=C2)=O)C2C(NC(CC2)=O)=O)CC 5-(8-(7-Acetyl-3-ethyl-5,6,7,8-tetrahydroimidazo[1,5-a]pyrazin-1-yl)isoquinolin-3-yl)-N-((3-(2-(2,6-dioxopiperidin-3-yl)-1-oxoisoindolin-4-yl)-1H-pyrazol-5-yl)methyl)picolinamide